C(C)C1=C(C=CC=C1)CN1C(CCC1=O)CC(=O)NS(=O)(=O)C 2-[1-[(2-ethylphenyl)methyl]-5-oxopyrrolidin-2-yl]-N-methylsulfonylacetamid